The molecule is a thiamine phosphate. It is a conjugate base of a thiamine(1+) monophosphate. It is a conjugate acid of a thiamine(1+) monophosphate(2-). CC1=C(SC=[N+]1CC2=CN=C(N=C2N)C)CCOP(=O)(O)[O-]